CC1=CC2=C(C(N3[C@@H](CO2)C[C@@H](C3)OC3=NC=C2C=CC(NC2=C3)=O)=O)C(=C1)O[C@@H](C(F)(F)F)C (2S,11aR)-8-methyl-2-((2-oxo-1,2-dihydro-1,6-naphthyridin-7-yl)oxy)-6-(((R)-1,1,1-trifluoropropan-2-yl)oxy)-2,3,11,11a-tetrahydro-1H,5H-benzo[f]pyrrolo[2,1-c][1,4]oxazepin-5-one